3-((4-(dimethylamino)piperidin-1-yl)sulfonyl)-4-methyl-N-(6-(1-methyl-1H-pyrazol-4-yl)isoquinolin-3-yl)benzamide CN(C1CCN(CC1)S(=O)(=O)C=1C=C(C(=O)NC=2N=CC3=CC=C(C=C3C2)C=2C=NN(C2)C)C=CC1C)C